6-(2,2'-dichloro-3''-(difluoromethoxy)-4''-formyl-[1,1':3',1''-terphenyl]-3-yl)-2-methoxynicotinaldehyde ClC1=C(C=CC=C1C1=NC(=C(C=O)C=C1)OC)C1=C(C(=CC=C1)C1=CC(=C(C=C1)C=O)OC(F)F)Cl